[(2R,3S,4R,5R)-3,4-diacetoxy-2-[2-[2-(2-hydroxyethoxy)ethoxy]ethoxy-methyl]-5-[2-(2-methylpropanoylamino)-6-oxo-1H-purin-9-yl]tetrahydrofuran-2-yl]methyl acetate C(C)(=O)OC[C@]1(O[C@H]([C@@H]([C@@H]1OC(C)=O)OC(C)=O)N1C=2N=C(NC(C2N=C1)=O)NC(C(C)C)=O)COCCOCCOCCO